C(CC=CCC)OC(CCCCC)=O (Z)-hexanoic acid-3-hexenyl ester